C(#N)C=1C(=C(C=CC1)C(CC)N(CCNC(OC(C)(C)C)=O)C1CC1)F tert-butyl (2-((1-(3-cyano-2-fluorophenyl)propyl)(cyclopropyl)amino) ethyl)carbamate